BrC1=C(C=CC2=C1C=C(O2)C(=O)OCC)NC(\C=C\OCC)=O ethyl (E)-4-bromo-5-(3-ethoxyacrylamido)benzofuran-2-carboxylate